N1=CC(=CC2=NC=CC=C12)NC(OC(C)(C)C)=O tert-butyl (1,5-naphthyridin-3-yl)carbamate